tert-butyl N-[(2R)-2-[(5,6-dimethylpyrido[4,3-b]carbazole-9-carbonyl) amino]propyl]carbamate CC1=C2C(=CC=3C=4C=C(C=CC4N(C13)C)C(=O)N[C@@H](CNC(OC(C)(C)C)=O)C)C=NC=C2